4-Chloro-3-iodo-1,5-dimethyl-1H-pyrrolo[3,2-c]pyridin-5-ium ClC1=[N+](C=CC2=C1C(=CN2C)I)C